FC=1C=C(C=CC1C1=NOC(=N1)C(F)(F)F)COC1=C2CCNC(C2=CC=C1)=O 5-({3-fluoro-4-[5-(trifluoromethyl)-1,2,4-oxadiazol-3-yl]phenyl}methoxy)-3,4-dihydroisoquinolin-1(2H)-one